C(C)(C)(C)OC(=O)N(CCCNC(=O)OC(C)(C)C)CC=1C=C(C(=O)OC)C=CC1 Methyl 3-[[tert-butoxycarbonyl-[3-(tert-butoxycarbonylamino)propyl]amino]methyl]benzoate